[Br-].C[NH+](CCO)C dimethyl-N-hydroxyethyl-ammonium bromide